C1(CC1)CN(C1=CC(N(C=2C=CC(=NC12)C#N)C)=O)C=1C=C(C=CC1)C1=C(C=CC=C1)OC 8-((cyclopropylmethyl)(2'-methoxy-[1,1'-biphenyl]-3-yl)amino)-5-methyl-6-oxo-5,6-dihydro-1,5-naphthyridine-2-carbonitrile